C1(=CC=CC=C1)NC(C=1C(C(=O)O)=CC=CC1)=O N-phenylphthalic acid monoamide